tert-butyl 4-((4-(3-(2-(benzyloxy)-6-hydroxypyridin-3-yl)-5-fluoro-1-methyl-1H-indazol-6-yl)piperidin-1-yl)methyl)-3,3-dimethylpiperidine-1-carboxylate C(C1=CC=CC=C1)OC1=NC(=CC=C1C1=NN(C2=CC(=C(C=C12)F)C1CCN(CC1)CC1C(CN(CC1)C(=O)OC(C)(C)C)(C)C)C)O